6-((5-fluoro-3-(2,2,2-trifluoroethoxy)pyridin-2-yl)methoxy)-5-methyl-[1,2,4]triazolo[1,5-a]pyridine-2-carboxylic acid FC=1C=C(C(=NC1)COC=1C=CC=2N(C1C)N=C(N2)C(=O)O)OCC(F)(F)F